OC(C#CC1=CC=C2C=C(C(OC2=C1)=O)C1=C(C=C(C=C1)CCCCC)C(F)(F)F)C#CC1=CC=C2C=C(C(OC2=C1)=O)C1=C(C=C(C=C1)CCCCC)C(F)(F)F 7-[3-hydroxy-5-[3-[4-pentyl-2-(trifluoromethyl)phenyl]coumarin-7-yl]pent-1,4-diynyl]-3-[4-pentyl-2-(trifluoromethyl)phenyl]coumarin